C(C)(C)(C)OC(=O)N1[C@H]([C@H](CCC1)NS(=O)(=O)C1(CC1)F)CC1=C(C(=CC=C1)Br)F (2S,3S)-2-[(3-bromo-2-fluoro-phenyl)methyl]-3-[(1-fluorocyclopropyl)sulfonylamino]piperidine-1-carboxylic acid tert-butyl ester